C1OC=2C=C(C=CC2O1)CC(C(=O)O)O (+)-β-(3,4-methylenedioxyphenyl)-2-hydroxypropionic acid